CN(CCC1=CC(=C(C=C1)NC(C1=CC(=C(C=C1)C)NC1=NC=CC(=N1)C=1C=NC=C(C1)C1=C(C=NO1)C)=O)C(F)(F)F)C N-[4-(2-Dimethylamino-ethyl)-2-trifluoromethyl-phenyl]-4-methyl-3-{4-[5-(4-methyl-isoxazol-5-yl)-pyridin-3-yl]-pyrimidin-2-ylamino}-benzamide